ClC=1OC2=C(N1)C=CC(=C2)OC(F)(F)F 2-chloro-6-(trifluoromethoxy)benzo[d]oxazole